COC1=CC=C(C=C1)[Mg]Br 4-methoxyphenylmagnesium bromide